CN1C[C@H](N2C3=C(N=C(N=C13)NCC=1C=NN(C1)CC=1C=NC(=CC1)C(F)(F)F)C=C2)C (R)-4,6-Dimethyl-N-((1-((6-(trifluoromethyl)pyridin-3-yl)methyl)-1H-pyrazol-4-yl)methyl)-5,6-Dihydro-4H-pyrrolo[3,2,1-de]pteridine-2-amine